C(=C)OCCC(C)(O)C1CCCCC1 (vinyloxyethyl)cyclohexylethanol